COC(C1CCN(CC1)C=1C=C2C(=NN(C(C2=CC1)=O)C1C(NC(CC1)=O)=O)F)OC 3-(6-(4-(dimethoxymethyl)piperidin-1-yl)-4-fluoro-1-oxophthalazin-2(1H)-yl)piperidine-2,6-dione